C(C)N1C(=C(C2=CC=CC=C12)C=O)C(=O)O 1-ETHYL-3-FORMYL-1H-INDOLE-2-CARBOXYLIC ACID